6-Fluoro-5-(fluoromethoxy)-4-(4,4,5,5-tetramethyl-1,3,2-dioxaborolan-2-yl)naphthalen-2-ol FC=1C(=C2C(=CC(=CC2=CC1)O)B1OC(C(O1)(C)C)(C)C)OCF